[Cl-].C[N+](CCC[Si](OC)(OC)OC)(CCCCCCCCCCCCCCCCCC)C Dimethyloctadecyl-(3-trimethoxysilylpropyl)ammonium chloride